C(#C)C=1C=CC=C2C=CC=C(C12)C1=CC=C2C(=NC(=NC2=C1F)OC[C@]12CCCN2C[C@@H](C1)F)N1C[C@@H](NCC1)CC#N 2-((S)-4-(7-(8-ethynylnaphth-1-yl)-8-fluoro-2-(((2R,7aS)-2-fluorotetrahydro-1H-pyrrolizin-7a(5H)-yl)methoxy)quinazolin-4-yl)piperazin-2-yl)acetonitrile